N-(1'-(2-(1,1-difluoroethyl)-6-methylpyrimidin-4-yl)-1',2'-dihydrospiro[cyclopropan-1,3'-pyrrolo[3,2-c]pyridin]-6'-yl)acetamide FC(C)(F)C1=NC(=CC(=N1)N1CC2(C=3C=NC(=CC31)NC(C)=O)CC2)C